N1(CCCC1)C=1C=C(C=NC1)C=1N=CN(C1)CC=1N=C2N(C=C(C=C2)CN)C1 1-[2-[[4-(5-pyrrolidin-1-yl-3-pyridinyl)imidazol-1-yl]methyl]imidazo[1,2-a]pyridin-6-yl]methylamine